BrC=1C(=C2C(N(C=NC2=CC1)C(C(=O)OCC)C1=CC(=CC=C1)F)=O)F Ethyl 2-(6-bromo-5-fluoro-4-oxo-quinazolin-3(4H)-yl)-2-(3-fluoro-phenyl)acetate